C(C)(C)(C)C=1C=C(N(N1)C1CCCC1)NC(=O)NC1=CC=C(C2=CC=CC=C12)OCC1=CC=NC=C1 1-[5-tert-butyl-2-cyclopentyl-2H-pyrazol-3-yl]-3-[4-(pyridin-4-yl-methoxy)naphthalen-1-yl]-urea